7-morpholino-N-[3-(m-tolyl)-1H-pyrazol-5-yl]-2-(4-pyridinyl)pyrazolo[1,5-a]pyrimidin-5-amine O1CCN(CC1)C1=CC(=NC=2N1N=C(C2)C2=CC=NC=C2)NC2=CC(=NN2)C=2C=C(C=CC2)C